ClC1=C(C=C(C=C1)N1CC(C2=NC(=CC=C21)C(=O)N2CC(C(CC2)CC(=O)O)OC)(C)C)F 2-(1-(1-(4-chloro-3-fluorophenyl)-3,3-dimethyl-2,3-dihydro-1H-pyrrolo[3,2-b]pyridine-5-carbonyl)-3-methoxypiperidin-4-yl)acetic acid